CC1=NN=C2N1C=C(C=C2)B2OC(C(O2)(C)C)(C)C 3-methyl-6-(4,4,5,5-tetramethyl-1,3,2-dioxaborolan-2-yl)-[1,2,4]triazolo[4,3-a]pyridine